C(C1=CC=CC=C1)OC(=O)N1N[C@@H](CCC1)C(=O)O (3S)-1-benzyloxycarbonylhexahydropyridazine-3-carboxylic acid